4-chloro-N-{2-[2-(1,3-dioxolan-2-yl)-3-[(4-methoxyphenyl)methoxy]phenyl]ethyl}-N-methylpyrimidin-2-amine ClC1=NC(=NC=C1)N(C)CCC1=C(C(=CC=C1)OCC1=CC=C(C=C1)OC)C1OCCO1